2-(2-((5-(3-aminoisoquinolin-5-yl)-1-isopropyl-1H-indazol-3-yl)methoxy)phenyl)acetic acid NC=1N=CC2=CC=CC(=C2C1)C=1C=C2C(=NN(C2=CC1)C(C)C)COC1=C(C=CC=C1)CC(=O)O